N-(4-((1R,4R)-2,5-Diazabicyclo[2.2.1]heptan-2-yl)-1,2-dimethyl-1H-benzo[d]imidazol-5-yl)-2-(2-fluoro-6-methoxyphenyl)pyrimidine-4-carboxamide [C@H]12N(C[C@H](NC1)C2)C2=C(C=CC=1N(C(=NC12)C)C)NC(=O)C1=NC(=NC=C1)C1=C(C=CC=C1OC)F